C(CN1CCN(CCN(CC1)CC(=O)OC(C)(C)C)CC(=O)OC(C)(C)C)N1CCN(CCN(CC1)CC(=O)OC(C)(C)C)CC(=O)OC(C)(C)C Tetra-tert-butyl 2,2',2'',2'''-(ethane-1,2-diylbis(1,4,7-triazonane-7,1,4-triyl))tetraacetate